FC1=CC=C(C=C1)C1=C(C=CC(=N1)N)C=1C=C2C(=NC=NC2=CC1)C 6-(4-fluorophenyl)-5-(4-methylquinazolin-6-yl)pyridin-2-amine